2,3,5-trimethyl-1-cyclopentyl methacrylate C(C(=C)C)(=O)OC1C(C(CC1C)C)C